4-bromo-1,6-heptadiene BrC(CC=C)CC=C